C(C)OC(C=CF)=O 3-fluoroacrylic acid ethyl ester